(S)-N-hydroxy-3-(4-phenoxyphenyl)-2-(4-((5-(pyridin-2-yl)thiophene-2-sulfonylamino)methyl)-1H-1,2,3-triazol-1-yl)propanamide ONC([C@H](CC1=CC=C(C=C1)OC1=CC=CC=C1)N1N=NC(=C1)CNS(=O)(=O)C=1SC(=CC1)C1=NC=CC=C1)=O